ClC=1C=C(C=CC1F)NC1=NC=NC2=CC(=C(C=C12)O)OC N-(3-chloro-4-fluorophenyl)-6-hydroxy-7-methoxyquinazolin-4-amine